diallyl-dibutylammonium hydroxide [OH-].C(C=C)[N+](CCCC)(CCCC)CC=C